FC(C=1C=C(C=C(C1)C(F)(F)F)C(C(=O)Cl)(C)C)(F)F 2-(3,5-bis(trifluoromethyl)phenyl)-2-methylpropanoyl chloride